3-chloro-5-{2-[(3S)-3-({4-[methyl-(methylimino)oxo-λ6-sulfanyl]phenoxy}methyl)piperazin-1-yl]ethyl}benzonitrile ClC=1C=C(C#N)C=C(C1)CCN1C[C@H](NCC1)COC1=CC=C(C=C1)S(=O)(=NC)C